C(#N)C[C@H]1N(CC[C@@H](C1)N1N=NC=2C(=NC=3C(=C(C(=CC3C21)C)C2=C(C(=CC=C2)C)C)F)S(=O)(=O)C)C(=O)OC(C)(C)C tert-butyl (2S,4S)-2-(cyanomethyl)-4-(7-(2,3-dimethylphenyl)-6-fluoro-8-methyl-4-(methylsulfonyl)-1H-[1,2,3]triazolo[4,5-c]quinolin-1-yl)piperidine-1-carboxylate